[(E)-Benzylidene]octanal C(/C1=CC=CC=C1)=C(\C=O)/CCCCCC